4-amino-7-fluoro-N-((5-(3-hydroxy-3-methylbut-1-yn-1-yl)pyridin-2-yl)methyl)-N,1-dimethyl-1H-pyrazolo[4,3-c]quinoline-8-carboxamide NC1=NC=2C=C(C(=CC2C2=C1C=NN2C)C(=O)N(C)CC2=NC=C(C=C2)C#CC(C)(C)O)F